FC(C1=CC(=NN1)NC=O)(F)F N-[5-(trifluoromethyl)-1H-pyrazol-3-yl]Formamide